6-((3-((1R,5S,6R)-3-phenyl-3-azabicyclo[3.1.0]hexan-6-yl)-1,2,4-oxadiazol-5-yl)methyl)pyrido[2,3-d]pyridazin-5(6H)-one C1(=CC=CC=C1)N1C[C@H]2C([C@H]2C1)C1=NOC(=N1)CN1N=CC2=C(C1=O)C=CC=N2